FC1=C(C=CC=C1)CN1N=CC(=C1)C1=NC=2N3C(N(C(C2N1)=O)CCC)=NC=C3 2-[1-[(2-fluorophenyl)methyl]pyrazol-4-yl]-5-propyl-3H-imidazo[2,1-b]purin-4-one